S1C(=CC=C1)CN1C[C@@H](C([C@@H](C1)O)O)O (3S,4r,5R)-1-(thiophen-2-ylmethyl)piperidine-3,4,5-triol